The molecule is an icosanoid anion that is the conjugate base of (6E,8Z,11Z,14Z,17Z)-5-oxoicosapentaenoic acid, obtained by deprotonation of the carboxy group; major species at pH 7.3. It is an icosanoid anion, a long-chain fatty acid anion, an oxo fatty acid anion and a polyunsaturated fatty acid anion. It is a conjugate base of a (6E,8Z,11Z,14Z,17Z)-5-oxoicosapentaenoic acid. CC/C=C\\C/C=C\\C/C=C\\C/C=C\\C=C\\C(=O)CCCC(=O)[O-]